4-(2-(2-hydroxyethoxy)ethoxy)-3-(benzenesulfonyl)-1,2,5-oxadiazole 2-oxide OCCOCCOC=1C(=[N+](ON1)[O-])S(=O)(=O)C1=CC=CC=C1